8-{[6-(4-Ethyl-4-methyl-2,5-dioxoimidazolidin-1-yl)pyridin-2-yl]amino}-6-{[(1R,2R)-2-hydroxycyclohexyl]amino}imidazo[1,2-b]pyridazin-3-carbonitril C(C)C1(NC(N(C1=O)C1=CC=CC(=N1)NC=1C=2N(N=C(C1)N[C@H]1[C@@H](CCCC1)O)C(=CN2)C#N)=O)C